C(C)(=O)O[C@@H](COC1=CC=C(C=C1)C(C)(C)C1=CC(=C(C(=C1)Cl)OC[C@H](CCl)O)Cl)CS(=O)(=O)CC (S)-1-(4-(2-(3,5-dichloro-4-((R)-3-chloro-2-hydroxypropoxy)phenyl)propan-2-yl)phenoxy)-3-(ethylsulfonyl)propan-2-yl acetate